C1CCC12CN(CC2)CC=2N(C1=CC(=CC=C1C2)CN2N=NC(=C2)C2=C1C=NN(C1=CC(=C2)N)C2OCCCC2)C(=O)OC(C)(C)C Tert-butyl 2-((6-azaspiro[3.4]octan-6-yl)methyl)-6-((4-(6-amino-1-(tetrahydro-2H-pyran-2-yl)-1H-indazol-4-yl)-1H-1,2,3-triazol-1-yl)methyl)-1H-indole-1-carboxylate